C(C)(=O)OC1(CC1)N (S)-2-amino-2-cyclopropyl acetate